cis-4-fluoro-5-((5-(3-((4-methylpyridazin-3-yl)oxy)cyclopentyl)-1H-pyrazol-3-yl)amino)-2,3-dihydrobenzo[d]isothiazole 1,1-dioxide FC1=C(C=CC2=C1CNS2(=O)=O)NC2=NNC(=C2)[C@@H]2C[C@@H](CC2)OC=2N=NC=CC2C